3-Butyl-8-(hydroxymethyl)-2-(4-methoxybenzyl)-3-methyl-7-(methylthio)-5-phenyl-2,3,4,5-tetrahydro-1,2,5-benzothiadiazepine 1,1-dioxide C(CCC)C1(N(S(C2=C(N(C1)C1=CC=CC=C1)C=C(C(=C2)CO)SC)(=O)=O)CC2=CC=C(C=C2)OC)C